BrC1=C(CNCC(OC)OC)C=CC=C1 N-(2-bromobenzyl)-2,2-dimethoxyethan-1-amine